Imidazole Imidazolate [N-]1C=NC=C1.N1C=NC=C1